5-(3,4-dimethylphenyl)-2-((1,1-dioxido-2,3-dihydrothiophen-3-yl)carbamoyl)-3-hydroxypyridine 1-oxide CC=1C=C(C=CC1C)C=1C=C(C(=[N+](C1)[O-])C(NC1CS(C=C1)(=O)=O)=O)O